6-(4-(4-fluorophenyl)-1-isopropyl-1H-imidazol-5-yl)imidazo[1,2-b]pyridazine-3-carboxamide FC1=CC=C(C=C1)C=1N=CN(C1C=1C=CC=2N(N1)C(=CN2)C(=O)N)C(C)C